C1(=NC=CC2=CC=CC=C12)N1N=C(N=C1N)N 1-(isoquinolin-1-yl)-1H-1,2,4-triazole-3,5-diamine